ClC=1C=C(C=C(C1)Cl)C1=CC=CC=2C(=C(OC21)C(=O)OC)OS(=O)(=O)C(F)(F)F methyl 7-(3,5-dichlorophenyl)-3-(trifluoromethylsulfonyloxy)-1-benzofuran-2-carboxylate